4-benzyl-1-((5-(4-(trifluoromethoxy)phenyl)-4H-1,2,4-triazol-3-yl)methyl)piperidine C(C1=CC=CC=C1)C1CCN(CC1)CC1=NN=C(N1)C1=CC=C(C=C1)OC(F)(F)F